O1CCC2=C1C=CC(=C2)CN2N=NC=1C2=NC(=CN1)C1=CC=C(C=C1)P(C)C (4-(1-((2,3-dihydrobenzofuran-5-yl)methyl)-1H-[1,2,3]triazolo[4,5-b]pyrazin-6-yl)phenyl)dimethylphosphine